Methoxy-2H-benzo[e][1,3]thiazine COC1SC2=C(C=N1)C=CC=C2